4,4'-methylene-bis(2-methyl-6-ethyl-aniline) C(C1=CC(=C(N)C(=C1)CC)C)C1=CC(=C(N)C(=C1)CC)C